ethyl 2,5-dibromo-1H-imidazole-4-carboxylate BrC=1NC(=C(N1)C(=O)OCC)Br